N1=CC(=CC=C1)C=C1C(C2=CC=CC=C2C1=O)=O 2-(3-pyridinylmethylene)-1H-indene-1,3(2H)-dione